Cl.FC(C=1C=C(C=C(C1)C(F)(F)F)[C@@H](C)O[C@@H]1[C@@H](NCCO1)C1=CC=C(C=C1)F)(F)F (2R,3S)-2-((1R)-1-(3,5-bis(trifluoromethyl)phenyl)ethoxy)-3-(4-fluorophenyl)morpholine hydrochloride